3-{2-fluoro-5-[(5-fluoro-2,3-dihydro-1,4-benzoxazin-4-yl)methyl]-4-methoxyphenyl}-2,4-dioxo-1H-thieno[3,4-d]pyrimidine-5-carboxylic acid FC1=C(C=C(C(=C1)OC)CN1CCOC2=C1C(=CC=C2)F)N2C(NC=1C(C2=O)=C(SC1)C(=O)O)=O